(E)-N-(1,1-diphenyl-4-(p-tolyl)but-3-en-1-yl)benzamide tert-butyl-(4-(2-(2-aminopyridin-3-yl)-5-phenyl-3H-imidazo[4,5-b]pyridin-3-yl)-2-fluorobenzyl)carbamate C(C)(C)(C)N(C(O)=O)CC1=C(C=C(C=C1)N1C(=NC=2C1=NC(=CC2)C2=CC=CC=C2)C=2C(=NC=CC2)N)F.C2(=CC=CC=C2)C(C\C=C\C2=CC=C(C=C2)C)(C2=CC=CC=C2)NC(C2=CC=CC=C2)=O